FC1(C[C@@H]2[C@@H]([C@H]([C@H]1CC2)C(=O)OCC)NC2=NC(=NN1C2=CC=C1)C1=CN(C2=NC=C(C=C21)F)S(=O)(=O)C2=CC=C(C)C=C2)F Ethyl (1R,2S,3S,4R)-6,6-difluoro-3-((2-(5-fluoro-1-tosyl-1H-pyrrolo[2,3-b]pyridine-3-yl)pyrrolo[2,1-f][1,2,4]triazin-4-yl)amino)bicyclo[2.2.2]octane-2-carboxylate